CP(CC1=CC=CC=C1)(C)=O dimethyl-benzyl-phosphorus oxide